OC1=CC=C(C=C1)C1=CC=CC2=CC=CC=C12 1-(4-hydroxyphenyl)naphthalene